2'-methyl-6'-(1-methyltriazol-4-yl)-2-(trifluoromethyl)spiro[4,5-dihydrothieno[2,3-c]pyran-7,4'-piperidine] CC1NC(CC2(C1)OCCC1=C2SC(=C1)C(F)(F)F)C=1N=NN(C1)C